tert-butyl ((2s,5s)-2-(2-((4-cyanophenyl)(3-fluoro-4-methoxybenzyl)amino)ethyl)-5-(hydroxymethyl)-1,3-dioxan-5-yl)carbamate C(#N)C1=CC=C(C=C1)N(CCC1OCC(CO1)(CO)NC(OC(C)(C)C)=O)CC1=CC(=C(C=C1)OC)F